[Si](C)(C)(C(C)(C)C)OCCN1N=CC(=C1)I 1-(2-((tert-butyldimethylsilyl)oxy)ethyl)-4-iodo-1H-pyrazole